2-propen-1-one-13C [13CH](C=C)=O